C(C1=CC=CC=C1)N1CC(CC1)(C(=O)OCC)CCl ethyl 1-benzyl-3-(chloromethyl)pyrrolidine-3-carboxylate